2,6-Dimethyl-7-octen CC(C)CCCC(C=C)C